OC1(CCN(CC1)C(=O)[C@H]1[C@@H](CN(CC1)CC1=CC(=CC=C1)C)C1=CC=CC=C1)CN1C=NC2=C(C1=O)C=CN2 3-[(4-hydroxy-1-{[(3R,4R)-1-(3-methylbenzyl)-3-phenylpiperidin-4-yl]carbonyl}piperidin-4-yl)methyl]-3,7-dihydro-4H-pyrrolo[2,3-d]pyrimidin-4-one